tert-butyl N-[3-(4-chloroimidazo[4,5-c]pyridin-3-yl)propyl]-N-(cyclopropylmethyl)carbamate ClC1=NC=CC2=C1N(C=N2)CCCN(C(OC(C)(C)C)=O)CC2CC2